N1C=CC=2C1=C1C(=NC2)NC=C1 1,6-dihydrodipyrrolo[2,3-b:2',3'-d]Pyridine